CC1=C(C=2N(C=C1C1=C(C=3C(=CN=C(C3F)N3CCC(CC3)NC3COC3)N1)C(C)C)N=CN2)C 1-(2-(7,8-dimethyl-[1,2,4]triazolo[1,5-a]pyridin-6-yl)-4-fluoro-3-isopropyl-1H-pyrrolo[2,3-c]pyridin-5-yl)-N-(oxetan-3-yl)piperidin-4-amine